C(CCCCCCCCCC)OCCCCCCCCCCC di-undecyl ether